BrCCCCN(C(OC(C)(C)C)=O)C tert-butyl (4-bromobutyl)methylcarbamate